ClC1=C2C=CC(=C(C2=CC=C1)C#N)C1=C(C=NN1C)C1=CC=C2C(NN=C(C2=C1)CNC(OC(C)(C)C)=O)=O tert-butyl N-[[7-[5-(5-chloro-1-cyano-2-naphthyl)-1-methyl-pyrazol-4-yl]-4-oxo-3H-phthalazin-1-yl]methyl]carbamate